(3-(6-(2,6-dioxopiperidin-3-yl)-5,7-dioxo-3,5,6,7-tetrahydropyrrolo[3,4-f]isoIndole-2(1H)-yl)propyl)carbamic acid tert-butyl ester C(C)(C)(C)OC(NCCCN1CC2=CC=3C(N(C(C3C=C2C1)=O)C1C(NC(CC1)=O)=O)=O)=O